C1(CCC1)CNCC=1NC2=CC(=CC=C2C1)CNC(=O)C=1N=C(C=2N(C1)N=CC2)N2CCCC2 N-((2-(((cyclobutylmethyl)amino)methyl)-1H-indol-6-yl)methyl)-4-(pyrrolidin-1-yl)pyrazolo[1,5-a]pyrazine-6-carboxamide